C(#N)C1=CC(=C(C=C1)S(=O)(=O)C1=CC=CC(=N1)C1CCN(CC1)CC1=NC2=C(N1C[C@H]1OCC1)C=C(C=C2)C(=O)OC)F methyl (S)-2-((4-(6-((4-cyano-2-fluorophenyl) sulfonyl) pyridin-2-yl) piperidin-1-yl) methyl)-1-(oxetan-2-ylmethyl)-1H-benzo[d]imidazole-6-carboxylate